(3-Methylphenylsulfinyl)-4-methylaniline CC=1C=C(C=CC1)S(=O)NC1=CC=C(C=C1)C